[Y].C1(=CC=C(C=C1)N(C1=CC=C(C=C1)C=CC1=CC=C(C=C1)C(=CC1=CC=CC=C1)N(C1=CC=C(C=C1)C)C1=CC=C(C=C1)C)C1=CC=C(C=C1)C)C 4-(di-p-tolylamino)-4'-[(di-p-tolylamino)styryl]stilbene Yttrium